COC1=CC=2C=3N(C=NC2C=C1)N=C(N3)C=3C=NN(C3)C 9-methoxy-2-(1-methyl-1H-pyrazol-4-yl)[1,2,4]triazolo[1,5-c]quinazolin